FC1=CC(=CC2=C1N=C(O2)[C@H]2N(CCC1=C2N=CN1)C(=O)C1=C(N=CO1)C(F)F)F (S)-(4-(4,6-difluorobenzo[d]oxazol-2-yl)-6,7-dihydro-1H-imidazo[4,5-c]pyridin-5(4H)-yl)(4-(difluoromethyl)oxazol-5-yl)methanone